P(=O)(OCCCCCCCCCCCCCCCCCCCCCCCCCCCCCCCCCC)([O-])[O-] cetylstearyl phosphate